C(C1=CC=CC=C1)OC(=O)N[C@@H]([C@H](C(=O)OC)C)C(=O)NC1=C(C=C(C=C1)OC)C(C1=CC=C(C=C1)Cl)=O Methyl (2R,3S)-3-(((benzyloxy)carbonyl)amino)-4-((2-(4-chlorobenzoyl)-4-methoxyphenyl)amino)-2-methyl-4-oxobutanoate